SCSCC(CC(S)SC)CSCS 2-(2,2-bis(mercaptomethylthiomethyl)ethyl)-1,3-dithiabutane